FC(OC=1C=C(C=CC1)C1(CC1)C(=O)O)(F)F 1-(3-(trifluoromethoxy)phenyl)cyclopropane-1-carboxylic acid